(S)-3-Chloro-N-(4-(morpholin-2-yl)-phenyl)-benzamid ClC=1C=C(C(=O)NC2=CC=C(C=C2)[C@H]2CNCCO2)C=CC1